(S)-MORPHOLINE-3-CARBOXYLIC ACID N1[C@@H](COCC1)C(=O)O